CN1C(=NC=C1C1=NC=CC(=N1)S(=O)(=O)C)C(F)(F)F 2-(1-methyl-2-(trifluoromethyl)-1H-imidazol-5-yl)-4-(methylsulfonyl)pyrimidine